C(C)(=O)N1[C@H]([C@H](CCC1)NS(=O)(=O)C)CO[C@@H]1C[C@@H](C1)C1=CC=CC=C1 N-(cis-1-acetyl-2-(((cis-3-phenylcyclobutyl)oxy)methyl)-piperidin-3-yl)methane-sulfonamide